β-(3,4-epoxycyclohexyl)ethyl-triphenoxysilane C1(CC2C(CC1)O2)CC[Si](OC2=CC=CC=C2)(OC2=CC=CC=C2)OC2=CC=CC=C2